tert-butyl (E)- or (Z)-(2-(bromomethyl)-3-fluoroallyl)carbamate BrCC(CNC(OC(C)(C)C)=O)=CF